COC1=CC=C(CCNC2=C(C=CC=C2)N2CCNCC2)C=C1 4-(2-((4-methoxyphenethyl)amino)phenyl)piperazine